OC1=CC=C2[C@@H]([C@@H](COC2=C1)C1=CC=CC=C1)C1=CC=C(C=C1)N1CCNCC1 4-(4-((3R,4S)-7-hydroxy-3-phenylchroman-4-yl)phenyl)piperazine